6-(4-((4-(1H-pyrazol-4-yl)phenyl)-amino)-pyrimidin-2-yl)-N-methyl-1H-indole-2-carboxamide N1N=CC(=C1)C1=CC=C(C=C1)NC1=NC(=NC=C1)C1=CC=C2C=C(NC2=C1)C(=O)NC